N,N'-(2,2'-dimethyl-[1,1'-biphenyl]-3,3'-diyl)bis(5-((((R)-1-amino-3-hydroxy-1-oxopropan-2-yl)amino)methyl)-4-methoxypicolinamide) CC1=C(C=CC=C1NC(C1=NC=C(C(=C1)OC)CN[C@@H](C(=O)N)CO)=O)C1=C(C(=CC=C1)NC(C1=NC=C(C(=C1)OC)CN[C@@H](C(N)=O)CO)=O)C